BrC1=CC(=C2C=C(NC2=C1)C(=O)OC)Cl 2-Methyl 6-bromo-4-chloro-1H-indole-2-carboxylate